C12COCC(CC(C1)NC(=O)C1=C3N(C=4C=CC=CC14)CCCOC3)N2 N-(3-oxa-9-azabicyclo[3.3.1]nonan-7-yl)-4,5-dihydro-1H,3H-[1,4]oxazepino[4,3-a]indole-11-carboxamide